p-methoxyphenyl-ascorbate COC1=CC=C(C=C1)OC1=C(C(=O)O[C@@H]1[C@@H](O)CO)O